CC1=C(OCC(=O)OC(C)(C)C)C(=CC(=C1)\C=C\C(=O)C1=CC=C(C=2C=COC21)SC)C tert-butyl (E)-2-(2,6-dimethyl-4-(3-(4-(methylthio)benzofuran-7-yl)-3-oxoprop-1-en-1-yl)phenoxy)acetate